C(C=C)(=O)N1CC2=CC=CC(=C2CC1)C1=C2C(=C(NC2=C(C=C1F)C(=O)N)C)C#N 4-(2-acryloyl-1,2,3,4-tetrahydroisoquinolin-5-yl)-3-cyano-5-fluoro-2-methyl-1H-indole-7-carboxamide